ClC=1C=C(C=CC1)CC1(CCC2([C@H](CC3=CC=CC=C23)C[C@H](CO)C)CC1)C(=O)OC methyl (1s,2'S,4R)-4-[(3-chlorophenyl)methyl]-2'-[(2R)-3-hydroxy-2-methylpropyl]-2',3'-dihydrospiro[cyclohexane-1,1'-indene]-4-carboxylate